N1=CN=C(C2=C1NC=C2)C=2C=CC(=NC2)N2CC1N(C(C2)C1)CC1=NC=CC(=C1)C 3-(5-(7H-pyrrolo[2,3-d]pyrimidin-4-yl)pyridin-2-yl)-6-((4-methylpyridin-2-yl)methyl)-3,6-diazabicyclo[3.1.1]heptane